2-amino-6-borono-2-(2-(2-methoxyethoxy)ethyl)hexanoic acid NC(C(=O)O)(CCCCB(O)O)CCOCCOC